ClC1=C(OCC2=CC(=NC=C2)OC2CCN(CC2)CC2=NC3=C(N2CC2=CN=CN2CC)C=C(C=C3)C(=O)O)C=CC(=C1)Cl 2-{[4-({4-[(2,4-dichlorophenoxy)methyl]pyridin-2-yl}oxy)piperidin-1-yl]methyl}-1-[(1-ethyl-1H-imidazol-5-yl)methyl]-1H-1,3-benzodiazole-6-carboxylic acid